tert-Butyl (4-(benzyloxy)naphthalen-2-yl)carbamate C(C1=CC=CC=C1)OC1=CC(=CC2=CC=CC=C12)NC(OC(C)(C)C)=O